C(C)(C)(C)OC(=O)N1CC[N+](CC1)(CCCO)CCCS(=O)(=O)[O-] 3-(4-(tert-Butoxycarbonyl)-1-(3-hydroxypropyl)piperazin-1-ium-1-yl)propane-1-sulfonate